C1(CC1)CNC(C)C1=NC=CN=C1N1N=CC=N1 N-(cyclopropylmethyl)-1-[3-(triazol-2-yl)pyrazin-2-yl]ethanamine